5-bromo-2-(pyridin-3-yl)-2H-pyrazolo[4,3-b]pyridine BrC=1C=CC=2C(N1)=CN(N2)C=2C=NC=CC2